6,7-Dimethoxy-3-phenyl-quinoline COC=1C=C2C=C(C=NC2=CC1OC)C1=CC=CC=C1